6-(1-methyl-1H-pyrazol-4-yl)pyrazolo[1,5-a]pyrimidine CN1N=CC(=C1)C=1C=NC=2N(C1)N=CC2